FC1=C(CN2C(C3=NC=CC=C3C2=O)([2H])[2H])C=CC(=C1)C=1C2=CN(N=C2C(=CC1)OC(C)C)C 6-(2-fluoro-4-(7-isopropoxy-2-methyl-2H-indazol-4-yl)benzyl)-6,7-dihydro-5H-pyrrolo[3,4-b]pyridin-5-one-7,7-d2